6-(2-methoxypyrimidin-5-yl)-4-((1-phenylethyl)amino)quinoline-3-carbonitrile COC1=NC=C(C=N1)C=1C=C2C(=C(C=NC2=CC1)C#N)NC(C)C1=CC=CC=C1